FC=1C=C(C=CC1)C1(CC2C(N(OC2(C)C)C)C(C1)C)C 5-(3-fluorophenyl)-1,3,3,5,7-pentamethyloctahydrobenzo[c]isoxazole